(3r,4r)-1-(1-((5-chloro-2-pyrimidinyl)methyl)-5,6-difluoro-1H-benzoimidazol-2-yl)-4-fluoro-3-piperidinamine ClC=1C=NC(=NC1)CN1C(=NC2=C1C=C(C(=C2)F)F)N2C[C@H]([C@@H](CC2)F)N